ClC1=C(C(=CC(=C1)I)Cl)F 1,3-dichloro-2-fluoro-5-iodobenzene